ClC1=NC(=CC=2N=CN=C(C21)NC2=CC1=CN(N=C1C(=C2)F)C)Cl 5,7-dichloro-N-(7-fluoro-2-methyl-indazol-5-yl)pyrido[4,3-d]pyrimidin-4-amine